C(C)(C)OC1=C(C(=C(OCSC2=NOC(C2)(C)C)C(=C1F)F)F)F (((4-(isopropoxy)-2,3,5,6-tetrafluorophenoxy)methyl)thio)-5,5-dimethyl-4,5-dihydroisoxazole